5-((diphenylmethylene)amino)-3,6-difluoro-N,N-bis(4-methoxybenzyl)pyridin-2-amine C1(=CC=CC=C1)C(C1=CC=CC=C1)=NC=1C=C(C(=NC1F)N(CC1=CC=C(C=C1)OC)CC1=CC=C(C=C1)OC)F